4-(dimethylamino)-4-nitro-benzoic acid CN(C1(CC=C(C(=O)O)C=C1)[N+](=O)[O-])C